5-chloro-2-[7-(cis-3-hydroxy-3-methylcyclobutyl)-5-methyl-7H-pyrrolo[2,3-c]pyridazin-3-yl]-3-methylphenol ClC=1C=C(C(=C(C1)O)C1=CC2=C(N=N1)N(C=C2C)C2CC(C2)(C)O)C